2-(7-((2S,5R)-4-(1-(2,6-difluoro-4-methoxyphenyl)ethyl)-2,5-dimethylpiperazin-1-yl)-4-methyl-5-oxo-4,5-dihydro-2H-pyrazolo[4,3-b]pyridin-2-yl)acetonitrile FC1=C(C(=CC(=C1)OC)F)C(C)N1C[C@@H](N(C[C@H]1C)C=1C=2C(N(C(C1)=O)C)=CN(N2)CC#N)C